CON=C1C(C=2C(=NC=NC2C2=C1C=C(C=C2)B2OC(C(O2)(C)C)(C)C)N)(C)C 6-methoxyimino-5,5-dimethyl-8-(4,4,5,5-tetramethyl-1,3,2-dioxaborolan-2-yl)benzo[h]quinazolin-4-amine